8-cyclopentyl-N-(3-fluoro-5-(1-methyl-1H-pyrazol-4-yl)benzyl)-7H-purin-6-amine C1(CCCC1)C1=NC2=NC=NC(=C2N1)NCC1=CC(=CC(=C1)C=1C=NN(C1)C)F